1-(4-cyanophenyl)-1-ethanol C(#N)C1=CC=C(C=C1)C(C)O